ClC1=NC=C(C(=N1)N1C=CC2=NC=CC=C21)Cl 1-(2,5-dichloropyrimidin-4-yl)-1H-pyrrolo[3,2-b]pyridine